FC1=C(C=CC(=C1F)OC)C1=CN=C2N1C=CN=C2NC2=CC(=C(C(=O)NC[C@H](C)N)C=C2)CC 4-[[3-(2,3-difluoro-4-methoxy-phenyl)imidazo[1,2-a]pyrazin-8-yl]amino]-2-ethyl-N-[(2S)-2-aminopropyl]benzamide